COCCCS mercaptopropyl methyl ether